tert-butyl (1S,3R)-3-(1-(3,4-dichlorobenzyl)-3,7-dimethyl-2,6-dioxo-2,3,6,7-tetrahydro-1H-purin-8-ylamino)cyclohexyl carbonate C(OC(C)(C)C)(O[C@@H]1C[C@@H](CCC1)NC1=NC=2N(C(N(C(C2N1C)=O)CC1=CC(=C(C=C1)Cl)Cl)=O)C)=O